CC1(CC(=CCC1)C=CC1=CC=C(C=C1)N=O)C 5,5-dimethyl-3-(4-nitrosostyryl)cyclohex-2-ene